5-chloro-6-(3-pyridin-4-yl-propoxy)-2-thieno[2,3-c]pyridin-5-yl-3H-quinazolin-4-one ClC1=C2C(NC(=NC2=CC=C1OCCCC1=CC=NC=C1)C=1C=C2C(=CN1)SC=C2)=O